C(C)(C)(C)C=1C=C(CC2=C(C(=C(C(=C2C)C)CC2=CC(=C(C(=C2)C(C)(C)C)O)C(C)(C)C)C)C)C=C(C1O)C(C)(C)C 1,4-bis-(3,5-di-tert-butyl-4-hydroxybenzyl)-2,3,5,6-tetramethylbenzene